[Si](C)(C)(C(C)(C)C)OC[C@@H]1C([C@H]([C@@H](O1)N1N=CC=2C1=NC(=CC2N2C[C@@H]1[C@H](C2)CCC1)Cl)O)=C (2R,3R,5S)-5-(((tert-butyldimethylsilyl)oxy)methyl)-2-(6-chloro-4-((3aR,6aS)-hexahydrocyclopenta[c]pyrrol-2(1H)-yl)-1H-pyrazolo[3,4-b]pyridin-1-yl)-4-methylenetetrahydrofuran-3-ol